(4-methoxybenzyl)-5-nitro-1H-indazole-7-carboxamide COC1=CC=C(CN2N=CC3=CC(=CC(=C23)C(=O)N)[N+](=O)[O-])C=C1